3-O-β-D-galactosyl-sn-glycerol [C@@H]1([C@H](O)[C@@H](O)[C@@H](O)[C@H](O1)CO)OC[C@@H](CO)O